(2S)-2-amino-N-(4-((R or S)-2-hydroxy-1-((S)-2-oxo-4-(trifluoromethyl)imidazolidin-1-yl)ethyl)pyridin-2-yl)-2-((1r,4S)-4-methylcyclohexyl)-acetamide hydrochloride Cl.N[C@H](C(=O)NC1=NC=CC(=C1)[C@H](CO)N1C(N[C@@H](C1)C(F)(F)F)=O)C1CCC(CC1)C |o1:12|